COC=1C=C2C(=NC(=NC2=CC1OC)C)NC(C)C1=CC=CC2=C1C=C(S2)C 6,7-dimethoxy-2-methyl-N-[1-(2-methyl-1-benzothiophen-4-yl)ethyl]quinazolin-4-amine